COC=1C=C(C(=O)C2C3=C(SC2(C)CC2=COC4=CC=CC=C4C2=O)C=CC=C3)C=CC1 3-((3-(3-methoxybenzoyl)-2-methyl-2,3-dihydrobenzo[b]thiophen-2-yl)methyl)-4H-chromen-4-one